C(C)OC(C=C(CC(OCC)OC)C(F)(F)F)=O 3-trifluoromethyl-5-methoxy-5-ethoxyPentenoic acid ethyl ester